(E)-1-(2-Hydroxy-6-phenylmethoxyphenyl)-3-(4-methoxyphenyl)prop-2-en-1-one OC1=C(C(=CC=C1)OCC1=CC=CC=C1)C(\C=C\C1=CC=C(C=C1)OC)=O